N-benzyl-1H-imidazole-1-formamide C(C1=CC=CC=C1)NC(=O)N1C=NC=C1